ClC=1C=C(C=C(C1OC1=C(C=2C3=C(NC2C(=C1)F)CCOC3(C)C)F)Cl)N3N=C(C(NC3=O)=O)C#N 2-(3,5-Dichloro-4-((6,9-difluoro-1,1-dimethyl-1,3,4,5-tetrahydropyrano[4,3-b]indol-8-yl)oxy)phenyl)-3,5-dioxo-2,3,4,5-tetrahydro-1,2,4-triazine-6-carbonitrile